FC(C(CC)O)F 1,1-difluorobutan-2-ol